1-fluoro-N-(9-oxo-2-(trifluoromethyl)-9H-indeno[2,1-d]pyrimidin-7-yl)cyclobutane-1-carboxamide FC1(CCC1)C(=O)NC1=CC=2C(C=3N=C(N=CC3C2C=C1)C(F)(F)F)=O